C1=CC(=NC2=C1C(=CN2)C=O)C(F)(F)F (6-TRIFLUOROMETHYL)-7-AZAINDOLE-3-CARBOXALDEHYDE